Cl.Cl.FC=1C=CC(=NC1)NN 5-fluoro-2-hydrazinopyridine dihydrochloride